4-Acetyl-6-chloro-1,3-dimethyl-1,3-dihydro-2H-imidazo[4,5-c]pyridin-2-one C(C)(=O)C1=NC(=CC2=C1N(C(N2C)=O)C)Cl